ClC1=CC=C(C=C1C1=CC=C(C=C1)C(=O)C1=CNC2=CC=CC=C12)C(=O)NC1CC1 6-chloro-N-cyclopropyl-4'-(1H-indole-3-carbonyl)-[1,1'-biphenyl]-3-carboxamide